(E)-4-(3-(pyridin-4-yl)acrylamido)-N-(2-(trifluoromethoxy)benzyl)benzamide N1=CC=C(C=C1)/C=C/C(=O)NC1=CC=C(C(=O)NCC2=C(C=CC=C2)OC(F)(F)F)C=C1